2,6-dichloro-N-[2-(2-fluorophenyl)ethyl]benzene-1-sulfonamide ClC1=C(C(=CC=C1)Cl)S(=O)(=O)NCCC1=C(C=CC=C1)F